4-((3-ethoxypropyl)amino)-2-(methylthio)pyrimidine-5-carbaldehyde C(C)OCCCNC1=NC(=NC=C1C=O)SC